N1C=C(C2=CC=CC=C12)C1CCN(CC1)C=1C=C2C(=NC1)SC(=N2)N2CCOCC2 4-(6-(4-(1H-indol-3-yl)piperidin-1-yl)thiazolo[5,4-b]pyridin-2-yl)morpholine